C(C)(C)(C)N1CCC(CC1)C=1SC(=NN1)C=1C=NC(=CC1NC)Cl tert-Butyl-4-(5-(6-chloro-4-(methylamino)pyridin-3-yl)-1,3,4-thiadiazol-2-yl)piperidine